(2s,4s)-2-(4-(4-chloro-3-(trifluoromethoxy)phenyl)piperidine-1-carbonyl)-7-oxa-5-azaspiro[3.4]octan-6-one ClC1=C(C=C(C=C1)C1CCN(CC1)C(=O)C1CC2(C1)NC(OC2)=O)OC(F)(F)F